BrCC(=O)OCC=CCOC(CBr)=O 2-butene-1,4-diol bis(bromoacetate)